3-methoxyphenyl acetate C(C)(=O)OC1=CC(=CC=C1)OC